FC1=CC=C(C=C1)N1C(=C(C2=C1C=C1C(=NNC1=C2)C)C2=CC=C(C(=O)O)C=C2)C(COC)(C)C 4-[5-(4-fluorophenyl)-6-(2-methoxy-1,1-dimethyl-ethyl)-3-methyl-1H-pyrrolo[2,3-f]indazol-7-yl]benzoic Acid